C(C)(C)(C)OC(=O)N[C@H](C(=O)O)CC1CCN(CC1)C (S)-2-((tert-Butoxycarbonyl)amino)-3-(1-methylpiperidin-4-yl)propanoic acid